OC1=C(C=CC=C1)C1=CC2=C(N=N1)SC1=C2CC(CC1)C(=O)O 3-(2-hydroxyphenyl)-5,6,7,8-tetrahydrobenzo[4,5]thieno[2,3-c]pyridazine-6-carboxylic acid